N(C(=O)C)C1=CC=C(C=C1)OP(OC1=CC=C(C=C1)NC(=O)C)(OC1=CC=C(C=C1)NC(=O)C)=S thiophosphoric acid tris(4-acetaminophenyl) ester